C(C)(=O)NCCNC(C1=CC=C(C=C1)NC1=NC=C(C(=N1)NCC=1C(=NC=CC1)N(S(=O)(=O)C)C)C(F)(F)F)=O N-[2-(acetylamino)ethyl]-4-({4-[({2-[methyl(methylsulfonyl)amino]pyridin-3-yl}methyl)amino]-5-(trifluoromethyl)pyrimidin-2-yl}amino)benzamide